NC1=NNC(C2=C1N(N=C2C2CN(CC2)C(C#CC)=O)C2=CC=C(C=C2)OC2=CC=CC=C2)=O 7-amino-3-(1-(but-2-ynoyl)pyrrolidin-3-yl)-1-(4-phenoxyphenyl)-1,5-dihydro-4H-pyrazolo[3,4-d]pyridazin-4-one